C(C)(C)(C)OC(=O)N1CC(C1)C1=NN2C(N=CC=C2C(=O)OCC)=C1 ethyl 2-(1-tert-butoxycarbonylazetidin-3-yl)pyrazolo[1,5-a]pyrimidine-7-carboxylate